CN(C1=CC=C(C=N1)C1=CC=C(C=C1)C=1SC2=C(N1)C=CC(=C2)N(C(OC(C)(C)C)=O)CCOCCOCCOCCI)C tert-butyl N-[2-[4-[6-(dimethyl amino)pyridin-3-yl]-phenyl]-1,3-benzothiazol-6-yl]-N-[2-[2-[2-(2-iodoethoxy)ethoxy]ethoxy]ethyl]carbamate